CC=1C=CC=2N(N1)C(C(=C(N2)C(F)(F)F)C=2C=NN(C2)CC(C(F)(F)F)(F)F)=O 7-methyl-3-[1-(2,2,3,3,3-pentafluoropropyl)-1H-pyrazol-4-yl]2-(trifluoro-methyl)-4H-pyrimido[1,2-b]pyridazin-4-one